trifluorovinyl trifluoromethyl sulfide FC(F)(F)SC(=C(F)F)F